OC[C@H]1O[C@H]([C@@H]([C@H]([C@@H]1O)O)O)OC1=CC=C(C=C1)[N+](=O)[O-] (2R,3S,4S,5R,6S)-2-(hydroxymethyl)-6-(4-nitrophenoxy)tetrahydro-2H-pyran-3,4,5-triol